Stearyl montanate C(CCCCCCCCCCCCCCCCCCCCCCCCCCC)(=O)OCCCCCCCCCCCCCCCCCC